OCC1=CC(=NC=C1OC)O 4-(hydroxymethyl)-5-methoxypyridine-2-ol